C1(CC1)COC1=CC=C(C=C1)CN1N=CC(=C1)B1OC(C(O1)(C)C)(C)C 1-[[4-(cyclopropylmethoxy)phenyl]methyl]-4-(4,4,5,5-tetramethyl-1,3,2-dioxaborolan-2-yl)pyrazole